C1(=CC=C(C=C1)CC1=CC=C(C=C1)O)CC1=CC=C(C=C1)O 4,4'-(para-xylylene)diphenol